4-(5-Chlorofuran-2-yl)-1,3-bis(2,4-difluorophenyl)-5-methyl-N-((4,5,6-trimethylmorpholin-2-yl)methyl)-4,5-dihydro-1H-pyrazole-5-carboxamide ClC1=CC=C(O1)C1C(=NN(C1(C(=O)NCC1CN(C(C(O1)C)C)C)C)C1=C(C=C(C=C1)F)F)C1=C(C=C(C=C1)F)F